oxalic acid diacrylate C(C=C)(=O)O.C(C=C)(=O)O.C(C(=O)O)(=O)O